C(#N)C=1C(=NC(=NC1)NC1=C(C=C(C(=C1)OC)N1CCC(CC1)N1CCN(CC1)C)NC(C=C)=O)NC1=C(C=CC=C1)OC(C)C N-(2-((5-cyano-4-((2-isopropoxyphenyl)amino)pyrimidin-2-yl)amino)-4-methoxy-5-(4-(4-methylpiperazin-1-yl)piperidin-1-yl)phenyl)acrylamide